COC(=O)C1CCN(CC1)C1CCC2=CC(=CC=C12)C#CC1=CC(=CC=C1)F 1-(5-((3-fluorophenyl)ethynyl)-2,3-dihydro-1H-inden-1-yl)piperidine-4-carboxylic acid methyl ester